N1C=CC2=C(C=CC=C12)NC1=NN2C(C=CC=C2C2=CC(=C(C(=C2)OC)OC)OC)=N1 N-(1H-indol-4-yl)-5-(3,4,5-trimethoxyphenyl)-[1,2,4]triazolo[1,5-a]pyridin-2-amine